NCCCCC(=O)O L-5-aminopentanoic acid